(-)-N-{2-[5-chloro-6-(4-fluorophenyl)-4-(2-hydroxypropan-2-yl)pyridin-2-yl]-2-hydroxy-3-methylButyl}-8-methoxy-3-methylcinnoline-6-carboxamide ClC=1C(=CC(=NC1C1=CC=C(C=C1)F)C(CNC(=O)C=1C=C2C=C(N=NC2=C(C1)OC)C)(C(C)C)O)C(C)(C)O